2-(Isoquinolin-4-yl)cyclobutane-1-carbonitrile C1=NC=C(C2=CC=CC=C12)C1C(CC1)C#N